C(C)N(CCOC=1C=C2C(C3=C(C4=C(O3)C=C(C=C4)OC)C(C2=CC1)=O)(C)C)CC 8-(2-Diethylamino-ethoxy)-3-methoxy-6,6-dimethyl-6H-benzo[b]naphtho[2,3-d]furan-11-one